1-((10-hydroxy-7-(spiro[2.2]pentane-1-carbonyl)-7-azaspiro[4.5]decan-10-yl)methyl)-N,N-dimethyl-6-oxo-4-phenyl-1,6-dihydropyridine-3-carboxamide OC1(CCN(CC12CCCC2)C(=O)C2CC21CC1)CN1C=C(C(=CC1=O)C1=CC=CC=C1)C(=O)N(C)C